FC=1C=C(C=C(C1C)NC(=O)C=1C=NN2C1C=C(C=C2)N2CCOCC2)C2=NOC(=N2)C2CN(C2)C(=O)OC methyl 3-(3-(3-fluoro-4-methyl-5-(5-morpholinopyrazolo[1,5-a]pyridine-3-carboxamido)phenyl)-1,2,4-oxadiazol-5-yl)azetidine-1-carboxylate